FC1=CC=C(C=C1)S(=O)(=O)NC12CC3(CC(CC(C1)C3)(C2)C)C 4-Fluoro-N-(3,5-dimethyltricyclo[3.3.1.13,7]dec-1-yl)benzenesulfonamide